O,O-diethyl (2-((2R,3R,4R,5R)-3-((tert-butyldimethylsilyl)oxy)-5-(2,4-dioxo-3,4-dihydropyrimidin-1(2H)-yl)-4-methoxytetrahydrofuran-2-yl)cyclopropyl)phosphonothioate [Si](C)(C)(C(C)(C)C)O[C@@H]1[C@H](O[C@H]([C@@H]1OC)N1C(NC(C=C1)=O)=O)C1C(C1)P(OCC)(OCC)=S